5-((tert-butyldimethylsilyl)oxy)-1-(4-(4-(quinoxalin-2-yl)-1H-pyrazol-1-yl)piperidin-1-yl)pentan-1-one [Si](C)(C)(C(C)(C)C)OCCCCC(=O)N1CCC(CC1)N1N=CC(=C1)C1=NC2=CC=CC=C2N=C1